3-(2-chloro-9-methyl-9H-purin-6-yl)quinoline ClC1=NC(=C2N=CN(C2=N1)C)C=1C=NC2=CC=CC=C2C1